Cl.Cl.Cl.N1C(=NC2=C1C=CC=C2)CCCNCC=2SC=C(N2)C(=O)NCC2=NC=CC=C2F 2-({[3-(1H-1,3-Benzodiazol-2-yl)propyl]amino}methyl)-N-[(3-fluoropyridin-2-yl)methyl]-1,3-thiazole-4-carboxamide trihydrochloride